BrC1=CN=C(C(N1)=O)Cl 6-bromo-3-chloropyrazin-2(1H)-one